Cl.N[C@H]1C[C@H](CCC1)C(=O)NC=1N=CC2=C(N1)C(=NC(=C2)CC)NC(C)C (1S,3R)-3-amino-N-(6-ethyl-8-(isopropylamino)pyrido[3,4-d]pyrimidin-2-yl)cyclohexane-1-carboxamide hydrochloride